C(C)(C)(C)C=1C=C(C)C=C(C1O)C(C)(C)C 3,5-di(tert-butyl)-4-hydroxytoluene